(S)-6-azido-N-(3-chloro-4-fluorophenyl)-7-((tetrahydrofuran-3-yl)oxy)quinazolin-4-amine N(=[N+]=[N-])C=1C=C2C(=NC=NC2=CC1O[C@@H]1COCC1)NC1=CC(=C(C=C1)F)Cl